ClC1=CC2=C(C=N1)C(=NN2CC2(CCCC2)CO)N2C[C@H](CC2)CS(=O)(=O)CCC (S)-(1-((6-chloro-3-(3-((propylsulfonyl)methyl)pyrrolidin-1-yl)-1H-pyrazolo[4,3-c]pyridin-1-yl)methyl)cyclopentyl)methanol